ClC=1C(=C(C2=CC=CC=C2C1)C1=C(C=CC2=CC=CC=C12)P(C1=CC(=CC(=C1)C)C)C1=CC(=CC(=C1)C)C)P(C1=CC(=CC(=C1)C)C)C1=CC(=CC(=C1)C)C Chloro[2,2'-bis(di-(3,5-xylyl)phosphino)-1,1'-binaphthyl]